(-)-[(1S,4S)-5-{[2-(4-Chlorophenyl)imidazo[1,2-a]pyridin-3-yl]methyl}-2,5-diazabicyclo[2.2.2]oct-2-yl](3-fluoro-6-methoxypyridin-2-yl)methanone ClC1=CC=C(C=C1)C=1N=C2N(C=CC=C2)C1CN1[C@@H]2CN([C@H](C1)CC2)C(=O)C2=NC(=CC=C2F)OC